N-[(5-cyclopropanesulfonylpyrazin-3-yl)methyl]-4-(6-ethoxypyrazin-2-yl)benzamide C1(CC1)S(=O)(=O)C=1N=C(C=NC1)CNC(C1=CC=C(C=C1)C1=NC(=CN=C1)OCC)=O